tertiary butylsulfinyl-amine C(C)(C)(C)S(=O)N